NC=1N=C(SC1C(C1=CC=C(C=C1)F)=O)N(C1=CC=C(C=C1)F)C(C(=O)N)C (N-[4-amino-5-(4-fluorobenzoyl)thiazol-2-yl]-4-fluoro-anilino)propanamide